N-((1S,3S)-3-(4-(chloromethyl)oxazol-2-yl)-3-((((1s,4R)-4-(3-hydroxyphenyl)cyclohexyl)oxy)methyl)cyclopentyl)methanesulfonamide ClCC=1N=C(OC1)[C@@]1(C[C@H](CC1)NS(=O)(=O)C)COC1CCC(CC1)C1=CC(=CC=C1)O